N-(benzo[d]thiazol-5-ylmethyl)bicyclo[1.1.1]pentan-1-amine S1C=NC2=C1C=CC(=C2)CNC21CC(C2)C1